CC1(OB(OC1(C)C)C=1C=C2C(=NC1)N(C=C2)C(=O)[O-])C 5-(4,4,5,5-tetramethyl-1,3,2-dioxaborolan-2-yl)-1H-pyrrolo[2,3-b]pyridine-1-carboxylate